ClC1=CC=C(C(=N1)C#N)N[C@H](C)C1=C2N=C(C(=NC2=CC(=C1)C)C#N)N1CCOCC1 (R)-5-(1-((6-chloro-2-cyanopyridin-3-yl)amino)ethyl)-7-methyl-3-morpholinoquinoxaline-2-carbonitrile